C1CSSCC1 3,4-dithiane